((s)-1-((4-(hydroxymethyl)phenyl)amino)-1-oxopropan-2-yl)propanamide OCC1=CC=C(C=C1)NC([C@@H](C)C(C(=O)N)C)=O